1-(2-mercapto-4-(trifluoromethoxy)phenyl)thiourea SC1=C(C=CC(=C1)OC(F)(F)F)NC(=S)N